N1=CC=NC2=CC(=CC=C12)C=CC(=O)C1=CC=C(C=C1)C1=CC=C(C=C1)OCC(F)(F)F 3-(quinoxalin-6-yl)-1-(4'-(2,2,2-trifluoroethoxy)-[1,1'-biphenyl]-4-yl)prop-2-en-1-one